O1CC=NCC2=C1C=CN=C2 2,5-dihydropyrido[3,4-f][1,4]oxazepine